FC(OC1=CC=C(C=C1)S(=O)(=O)N1N=C2C(=C1)CN(C2)C([C@H]([C@H](C)O)C2=CC=CC=C2)=O)F (2S,3S)-1-{2-[4-(difluoromethoxy)benzenesulfonyl]-2H,4H,5H,6H-pyrrolo[3,4-c]pyrazol-5-yl}-3-hydroxy-2-phenylbutan-1-one